C1(CC1)NC1=CC2=C(N=C(N=C2N[C@H](C)C2=C(C(=CC=C2)C(F)F)F)C)C=N1 N6-cyclopropyl-N4-{(1R)-1-[3-(difluoromethyl)-2-fluorophenyl]ethyl}-2-methylpyrido[3,4-d]pyrimidine-4,6-diamine